FC(OC1=C(C(=C(C=C1)[C@H]1[C@@H](O[C@]([C@H]1C)(C(F)(F)F)C)C(=O)OC)OC)F)F methyl (2R,3S,4S,5R)-3-(4-(difluoromethoxy)-3-fluoro-2-methoxyphenyl)-4,5-dimethyl-5-(trifluoromethyl)tetrahydrofuran-2-carboxylate